N-[[6-[2-methyl-3-(3-methylpyrazol-1-yl)propanoyl]-6-azaspiro[2.5]octan-2-yl]methyl]furo[2,3-c]pyridine-2-carboxamide CC(C(=O)N1CCC2(C(C2)CNC(=O)C2=CC=3C(=CN=CC3)O2)CC1)CN1N=C(C=C1)C